7-methyl-6-{[(2R)-pyrrolidin-2-yl]methyl}-N-[(thiophen-2-yl)methyl]thieno[3,2-c]pyridazin-4-amine CC1=C(SC2=C1N=NC=C2NCC=2SC=CC2)C[C@@H]2NCCC2